COC(=O)C1=CC=C2C(C(N(C2=C1)CC1=CSC=C1)=O)(C)C 3,3-dimethyl-2-oxo-1-(thiophen-3-ylmethyl)indoline-6-carboxylic acid methyl ester